C#C S and R-acetylene